tert-butyl 5-{[tert-butyl (dimethyl) silyl] oxy}-4,4-difluoropentanoate [Si](C)(C)(C(C)(C)C)OCC(CCC(=O)OC(C)(C)C)(F)F